ClC=1C=CC(=C(C1)NC(C(=O)NC(C(=O)NC1=C(C(=O)O)C=CC=C1)CC1=CC=CC=C1)=O)OC1CCC1 2-(2-(((5-chloro-2-cyclobutoxy-phenyl)amino)-2-oxoacetamido)-3-phenylpropionamido)benzoic acid